[K+].C1(=CC=CC=C1)NCC(=O)[O-] N-phenylglycine potassium salt